methyl 1-(4-(azetidin-3-yl)-2,6-diisopropylbenzyl)piperidine-4-carboxylate, trifluoromethanesulfonate salt FC(S(=O)(=O)O)(F)F.N1CC(C1)C1=CC(=C(CN2CCC(CC2)C(=O)OC)C(=C1)C(C)C)C(C)C